N1C(=NCC1)C=1C=C(C=C(C1)C)NC1=C(C(C1=O)=O)NC1=CC(=CC(=C1)C1=NCCN1)C 4-{[3-(4,5-dihydro-1H-imidazol-2-yl)-5-methylphenyl]amino}-3-{[5-(4,5-dihydro-3H-imidazol-2-yl)-3-methylphenyl]amino}cyclobut-3-ene-1,2-dione